(2R,3R,4R,5S)-2-(hydroxymethyl)-1-{2-[4-(2-{[3-methoxy-5-(pyridazin-3-yl)phenyl]amino}ethyl)phenyl]ethyl}piperidine-3,4,5-triol OC[C@H]1N(C[C@@H]([C@H]([C@@H]1O)O)O)CCC1=CC=C(C=C1)CCNC1=CC(=CC(=C1)C=1N=NC=CC1)OC